NC=1C(=NC(=CN1)C1=CC=C(C=C1)N1CCN(CC1)CC(F)(F)F)C=1C=C2CCNC(C2=CC1)=O 6-(3-amino-6-(4-(4-(2,2,2-trifluoroethyl)piperazin-1-yl)phenyl)pyrazin-2-yl)-3,4-dihydroisoquinolin-1(2H)-one